ClC(C(=O)NNC(=O)C=1C(=NC=CN1)C(C)NC(C1=CC(=CC(=C1)C(F)(F)F)C(F)(F)F)=O)C N-(1-(3-(2-(2-chloropropanoyl)hydrazine-1-carbonyl)pyrazin-2-yl)ethyl)-3,5-bis(trifluoromethyl)benzamide